[Mo+].COC1=C(C=C(N=N1)NS(=O)(=O)C)\C=C\[C@@H]1CC[C@H](CC1)C(F)(F)F N-(6-methoxy-5-((E)-2-(trans-4-(trifluoromethyl)cyclohexyl)vinyl)pyridazin-3-yl)methanesulfonamide molybdenum (i)